Cl.C1N(CC12CCNCC2)C2=CC1=C(N(C(O1)=O)C)C=C2 6-(2,7-diazaspiro[3.5]non-2-yl)-3-methyl-1,3-benzoxazol-2-one hydrochloride